N6-(t-butoxycarbonyl)-L-lysine C(C)(C)(C)OC(=O)NCCCC[C@H](N)C(=O)O